(R)-2-(1-aminoethyl)-6-(trifluoromethyl)pyridin-4-amine N[C@H](C)C1=NC(=CC(=C1)N)C(F)(F)F